C(CC(/C=C/C=C\\C/C=C\\C/C=C\\C/C=C\\CCO)O)CC(=O)O The molecule is an icosanoid that is (6E,8Z,11Z,14Z,17Z)-icosapentaenoic acid substituted at positions 5 and 20 by hydroxy groups. It is an icosanoid, an omega-hydroxy fatty acid, a long-chain fatty acid, a polyunsaturated fatty acid, a homoallylic alcohol and a secondary allylic alcohol. It derives from an all-cis-5,8,11,14,17-icosapentaenoic acid. It is a conjugate acid of a 5,20-diHEPE(1-).